2-(7-(3,5-dichlorophenyl)-2-(ethylthio)pyrazolo[1,5-a]pyrimidin-3-yl)-3-methyl-6-(trifluoromethyl)-3H-imidazo[4,5-c]pyridine ClC=1C=C(C=C(C1)Cl)C1=CC=NC=2N1N=C(C2C2=NC1=C(C=NC(=C1)C(F)(F)F)N2C)SCC